3,4-bis(diphenylphosphino)-2-cyclopentyl-thiophene C1(=CC=CC=C1)P(C1=C(SC=C1P(C1=CC=CC=C1)C1=CC=CC=C1)C1CCCC1)C1=CC=CC=C1